(12aS)-9-benzyloxy-8-methoxy-12a,13-dihydroindolo[2,1-c][1,4]benzodiazepin-6-one C(C1=CC=CC=C1)OC1=CC2=C(C(N3[C@H](C=N2)CC2=CC=CC=C23)=O)C=C1OC